NCC1=CC=C(C=C1)CC(=O)NC=1C=C(C=C(C1)C(F)(F)F)NC(=O)[N-]C1=C[N+](=NO1)CC1=CC=C(C=C1)C=1C(=NC(=NC1)OC)C ((3-(2-(4-(Aminomethyl)phenyl)acetamido)-5-(trifluoromethyl)phenyl)carbamoyl)(3-(4-(2-methoxy-4-methylpyrimidin-5-yl)benzyl)-1,2,3-oxadiazol-3-ium-5-yl)amide